N-(4-(tert-butyl)phenyl)-2-chloro-N-(2-(cyclohexylamino)-1-(5-hydroxypyridin-3-yl)-2-oxoethyl)acetamide C(C)(C)(C)C1=CC=C(C=C1)N(C(CCl)=O)C(C(=O)NC1CCCCC1)C=1C=NC=C(C1)O